N6-[(2R)-2-amino-2-phenyl-ethyl]-N4-[(2,2-dimethyl-cyclopropyl)methyl]-1-methyl-pyrazolo[3,4-d]pyrimidine-4,6-diamine N[C@@H](CNC1=NC(=C2C(=N1)N(N=C2)C)NCC2C(C2)(C)C)C2=CC=CC=C2